3-methoxy-2-(4-methyl-1,4-diazepan-1-yl)propionamide COCC(C(=O)N)N1CCN(CCC1)C